ClC=1C2=C(C=NC1)CN(C2)N2C(=NC1=C2CCCC1)C1=C(C=CC=C1)Cl (7-Chloro-1,3-dihydro-2H-pyrrolo[3,4-c]pyridin-2-yl)-2-(2-chlorophenyl)-4,5,6,7-tetrahydro-1H-benzo[d]imidazol